CN(C1CC=C(CC1)C=1C=NC2=CC=C(C=C2C1)C=1N=CNC1C1=NC(=CC=C1)C)C N,N-dimethyl-4-[6-[5-(6-methyl-2-pyridyl)-1H-imidazol-4-yl]-3-quinolyl]cyclohex-3-en-1-amine